3-(methoxymethyl)isoOxazole-4-carboxamide COCC1=NOC=C1C(=O)N